2-((((tert-butyldimethylsilyl)oxy)methyl)-7,8-dihydro-1,6-naphthyridin-6(5H)-yl)-2-Methylpropionic acid ethyl ester C(C)OC(C(C)(C)N1CC=2C=CC(=NC2CC1)CO[Si](C)(C)C(C)(C)C)=O